tricyclo[4.2.0.02,5]oct-3,7-diene C12C3C=CC3C2C=C1